NCC1=NNC(C2=CC=C(C=C12)C=1C=NN(C1C1(CC(C#N)=C(C=C1Cl)N1C2(CC2)CCC1)F)C)=O 3-(4-(4-(Aminomethyl)-1-oxo-1,2-dihydro-phthalazin-6-yl)-1-methyl-1H-pyrazol-5-yl)-4-chloro-3-fluoro-6-(4-azaspiro[2.4]heptane-4-yl)benzonitrile